FC=1C=CC(=NC1)C1=NN2C(CO[C@H]([C@H]2C)C)=C1 |r| (Racemic)-cis-2-(5-fluoropyridin-2-yl)-6,7-dimethyl-6,7-dihydro-4H-pyrazolo[5,1-c][1,4]oxazine